CC1=NN=C(C2=CC(=CC=C12)N1CCOCC1)N methyl-7-morpholinophthalazin-1-amine